C[C@@H]1[C@@H](CCC[C@H]1C=C)O (1R,2S,3S)-2-METHYL-3-VINYLCYCLOHEXANOL